tert-butyl (2S)-2-{[(1S)-1-cyano-2-[4-(3-methyl-2-oxo-2,3-dihydro-1,3-benzoxazol-5-yl)phenyl]ethyl]carbamoyl}-1,4-oxazocane-4-carboxylate C(#N)[C@H](CC1=CC=C(C=C1)C=1C=CC2=C(N(C(O2)=O)C)C1)NC(=O)[C@H]1OCCCCN(C1)C(=O)OC(C)(C)C